COC1=CC(=NC=N1)CNC1CC1 N-((6-methoxypyrimidin-4-yl)methyl)cyclopropylamine